C(=C)NC=O N-vinyl-formamide